F[C@H]1CN(CC[C@H]1NC1=CC=CC=2N1N=C(C2C(=C(F)F)F)C#CCNC2=C(C=C(C=C2)S(=O)(=O)C)OC)C N-((3S,4R)-3-fluoro-1-methylpiperidin-4-yl)-2-(3-((2-methoxy-4-(methylsulfonyl)phenyl)amino)prop-1-yn-1-yl)-3-(1,2,2-trifluorovinyl)pyrazolo[1,5-a]pyridin-7-amine